C(C)C1=CC2=C(C(C=3NC4=CC(=CC=C4C3C2=O)C#CCO)(C)C)C=C1N1CCNCC1 9-ethyl-3-(3-hydroxyprop-1-yn-1-yl)-6,6-dimethyl-8-(piperazin-1-yl)-5H-benzo[b]carbazol-11(6H)-one